2-(trifluoromethoxy)terephthalic acid FC(OC1=C(C(=O)O)C=CC(=C1)C(=O)O)(F)F